Ethyl (6-bromo-8-((2,4-dimethoxybenzyl)amino)-[1,2,4]triazolo[1,5-a]pyrazin-2-yl)carbamate BrC=1N=C(C=2N(C1)N=C(N2)NC(OCC)=O)NCC2=C(C=C(C=C2)OC)OC